3-(pent-4-en-1-ynyl)thiophene Ethyl-2-[2-[2-(2-tert-butoxy-2-oxo-ethoxy)ethoxy]ethoxy]acetate C(C)OC(COCCOCCOCC(=O)OC(C)(C)C)=O.C(#CCC=C)C1=CSC=C1